Cl.N1CC(C1)[C@@H]1CN(CCC1)C(=O)OCC=C prop-2-en-1-yl (3R)-3-(azetidin-3-yl)piperidine-1-carboxylate hydrochloride